OCC1(CCC1)CNC(=O)C1=CC=C(C=N1)NC(O[C@@H](COC1=CC2=C(N=C(S2)C2=C3N=CC(=NC3=CC(=C2)C)OC)C=C1F)C)=O (R)-1-((5-fluoro-2-(2-methoxy-7-methylquinoxalin-5-yl)benzo[d]thiazol-6-yl)oxy)propan-2-yl (6-(((1-(hydroxymethyl)cyclobutyl)methyl)carbamoyl)pyridin-3-yl)carbamate